C(C)OC(CC1=C(C(=C(C(=C1)O)C(=O)CC)O)C(=O)CC)=O 3,5-dihydroxy-2,4-diethyl-carbonyl-phenylacetic acid ethyl ester